COC1=C(C=CC(=C1)OC)CN1CC[C@@H](OC2CCC(CC2[C@H]2CCCN2C2CCC3NCNC1C3N2)F)C (6R,14S)-17-[(2,4-dimethoxyphenyl)methyl]-9-fluoro-14-methyl-13-oxa-2,17,19,21,25-pentaazapentacyclo[16.6.2.02,6.07,12.022,26]hexacosane